1-(7-((5-(8-fluoroimidazo[1,2-a]pyridin-6-yl)-4-methoxy-7H-pyrrolo[2,3-d]pyrimidin-2-yl)amino)-2-azaspiro[3.5]nonan-2-yl)ethan-1-one FC=1C=2N(C=C(C1)C1=CNC=3N=C(N=C(C31)OC)NC3CCC1(CN(C1)C(C)=O)CC3)C=CN2